(2r,5s)-1-(1-(4-fluorophenyl)cyclopropyl)-2,5-dimethylpiperazine FC1=CC=C(C=C1)C1(CC1)N1[C@@H](CN[C@H](C1)C)C